N-(3-cyanocyclopropan-3-yl)-6-(3,5-difluoroanilino)-3-methoxy-pyridine-2-carboxamide C(#N)C1(CC1)NC(=O)C1=NC(=CC=C1OC)NC1=CC(=CC(=C1)F)F